C1(CC1)CN1C=NC=2C1=NC(=CC2N2CCOCC2)N(C(OC(C)(C)C)=O)N2CC1=CC=CC=C1C2 tertbutyl (3-(cyclopropylmethyl)-7-morpholino-3H-imidazo[4,5-b]pyridin-5-yl)(isoindolin-2-yl)carbamate